3-acetyl-8-bromo-5-chloro-2-(isopropylthio)quinolin-4(1H)-one C(C)(=O)C1=C(NC2=C(C=CC(=C2C1=O)Cl)Br)SC(C)C